cis-3-amino-6-(hydroxymethyl)tetrahydro-2H-pyran-3-carboxylic acid methyl ester hydrochloride Cl.COC(=O)[C@]1(CO[C@@H](CC1)CO)N